C1NC(CC2=CC=CC=C12)C(=O)[O-].[NH4+] ammonium 1,2,3,4-tetrahydroisoquinoline-3-formate